FC1=C(CNC(=O)C=2C(C(=C3N(C4CCC5=C(N(C3=O)C4=O)C=CC=C5)C2)O)=O)C=CC(=C1)F N-(2,4-difluorobenzyl)-7-hydroxy-6,8,15-trioxo-6,8,13,14-tetrahydro-12H-5,12-methanobenzo[e]pyrido[1,2-a][1,4]diazonine-9-carboxamide